Tert-Butoxycarbonyl-[2-(Tert-Butoxycarbonylamino)Ethyl]Amino-2-[4-(4,4,5,5-Tetramethyl-1,3,2-Dioxaborolan-2-yl)Butyl]Pyrrolidine-1,2-Dicarboxylate C(C)(C)(C)OC(=O)C1(C(N(CC1)C(=O)[O-])(C(=O)[O-])CCCCB1OC(C(O1)(C)C)(C)C)NCCNC(=O)OC(C)(C)C